4-bromo-2-(tert-butoxycarbonylmethyl)benzoic acid BrC1=CC(=C(C(=O)O)C=C1)CC(=O)OC(C)(C)C